6-Chloro-2-(trifluoromethyl)imidazo[1,2-a]pyridine-3-carboxylic acid ClC=1C=CC=2N(C1)C(=C(N2)C(F)(F)F)C(=O)O